C(C)C1(OOC(CC(O1)C)(C)C)C 3-ethyl-3,5,7,7-tetramethyl-1,2,4-trioxepane